4-(5-hydroxy-3-methyl-1H-benzo[g]indazol-1-yl)benzoic acid OC=1C=C2C(=NN(C2=C2C1C=CC=C2)C2=CC=C(C(=O)O)C=C2)C